C(C)(C)(C)OC(=O)C1=CC=C(C=2C[C@@H]3[C@@H]4CCCC[C@@]4(C12)CCN3)C=3C=CC1=C(N=CS1)C3 (benzo[d]thiazol-5-yl)morphinan-4-carboxylic acid tert-butyl ester